BrC=1C=C2C(=CC1)C(N(C[C@]21[C@H](C1)C(F)(F)F)CC(=O)NC1=NC=C(C=N1)F)=O 2-[(2's,4r)-6-bromo-1-oxo-2'-(trifluoromethyl)spiro[3H-isoquinoline-4,1'-cyclopropane]-2-yl]-N-(5-fluoropyrimidin-2-yl)acetamide